O=C1N(C([C@@H](N1)CC(F)(F)F)=O)C1CC2(CC(C2)OC2=NC=CC=C2C(=O)N)C1 2-{[(αR)-6-[(4S)-2,5-dioxo-4-(2,2,2-trifluoroethyl)-imidazolidin-1-yl]-spiro[3.3]heptan-2-yl]oxy}pyridine-3-carboxamide